dimethyl-(4-vinylbenzylammonium) C[NH+](CC1=CC=C(C=C1)C=C)C